(cyclooctylamino)-1,3,5-triazine-2,4-dithiol C1(CCCCCCC1)NC1=NC(=NC(=N1)S)S